NC=1C(=NC(=CN1)Br)C1NC=NN1C 5-(3-amino-6-bromopyrazin-2-yl)-1-methyl-1,2,4-triazacyclopentene